C(CCC)C1=CC=CC2=C1C(NS2)=O butyl-1,2-benzisothiazoline-3-on